P(=O)(O)(O)OC[C@@H]1[C@H]([C@H]([C@@H](O1)N1C=[N+](C=2C(=O)N=C(N)N(C12)C)C)O)O 3,7-dimethylguanosine monophosphate